methyl 2-amino-3-(4-(4-(ethoxymethyl)-2,6-dimethoxyphenyl)-1-methyl-1H-indazol-7-yl)propanoate TFA salt OC(=O)C(F)(F)F.NC(C(=O)OC)CC=1C=CC(=C2C=NN(C12)C)C1=C(C=C(C=C1OC)COCC)OC